ClC=1C=C2C(=NC1C1=CC=C(C=C1)C1=CC=C(C=C1)CNCCOCCO)N=C(N2)SC(C(=O)O)(C)C 2-((6-chloro-5-(4'-(((2-(2-hydroxyethoxy)ethyl)amino)methyl)-[1,1'-biphenyl]-4-yl)-1H-imidazo[4,5-b]pyridin-2-yl)thio)-2-methylpropanoic acid